N1=C(C(=CC=C1)C(=O)N1CCC(CC1)(C#N)[C@@H](C)C1=CC(=CC(=C1)F)F)C1=CC=NC=C1 (S)-1-([2,4'-bipyridine]-3-carbonyl)-4-(1-(3,5-difluorophenyl)ethyl)piperidine-4-carbonitrile